CC1=C(C=C(C=C1O)C=CCCCCCCCCCCCCC)O 2-Methyl-5-pentadec-1-enylbenzene-1,3-diol